BrC=1C=C2C(=C3CN(C(C13)(O)C1=C(C=CC(=C1)F)Cl)CC1=CC=C(C=C1)OC)NCN2 5-Bromo-6-(2-chloro-5-fluorophenyl)-6-hydroxy-7-(4-methoxybenzyl)-1,3,6,7-tetrahydroimidazo[4,5-e]isoindole